4-amino-N-(1-(5-ethynylpyridin-2-yl)ethyl)-7-fluoro-N,1-dimethyl-1H-pyrazolo[4,3-c]quinoline-8-carboxamide NC1=NC=2C=C(C(=CC2C2=C1C=NN2C)C(=O)N(C)C(C)C2=NC=C(C=C2)C#C)F